thiazolecarboxylic acid hydrobromide Br.S1C(=NC=C1)C(=O)O